BrC1=C(C=CC=C1)C(C#CC1=CC=C(C=C1)OC)=O 1-(2-bromophenyl)-3-(4-methoxyphenyl)prop-2-yn-1-one